IC1=C(C(=C(C(=C1O)I)I)C(C)(C)C1=CC=C(C=C1)O)I tetraiodo-bisphenol A